butyl-5-isobutyl-4-hydroxy-5-methyl-pyrazol C(CCC)C=1N=NC(C1O)(C)CC(C)C